C(C)(C)(C)OC(NCC1=CC=C(C=C1)CNC1=C(C=NC2=CC=CC=C12)NC(CCCC)=O)=O (4-(((3-pentanamidoquinolin-4-yl)amino)methyl)benzyl)carbamic acid tert-butyl ester